(S)-N-methyl-3-(isoquinolin-5-yloxy)-3-(thiophen-2-yl)propan-1-amine CNCC[C@@H](C=1SC=CC1)OC1=C2C=CN=CC2=CC=C1